C(CCC(C)C)OC1=C(C=C(C=C1)C=1SC2=C(C(=CC(N2C1C(=O)O)=O)CC1=CC=CC2=CC=CC=C12)OC)C 8-[4-(Isohexyloxy)-3-methyl-phenyl]-5-methoxy-4-[(1-naphthyl)methyl]-2-oxo-7-thia-1-azabicyclo[4.3.0]nona-3,5,8-triene-9-carboxylic acid